4'-fluoro-N-isopropyl-2-(5-trifluoromethyl-1,3,4-thiadiazole-2-yloxy)acetanilide FC1=CC=C(N(C(COC=2SC(=NN2)C(F)(F)F)=O)C(C)C)C=C1